C1(=CC=CC=C1)C1=CC=C(C=C1)C1=CC=CC=C1 [1,1':4',1'']Terphenyl